ClC=1C=CC(=NC1)NS(=O)(=O)C1=CC=CC=C1 N-(5-chloropyridin-2-yl)benzenesulfonamide